C(C)(C)(C)NCCCCCCCCC(C)N N-(tert-butyl)decane-1,9-diamine